Acetylacetonide nickel [Ni+2].C(C)(=O)CC([CH2-])=O.C(C)(=O)CC([CH2-])=O